5-((1-(tert-butoxycarbonyl)azetidin-2-yl)methoxy)-2-methylbenzoic acid C(C)(C)(C)OC(=O)N1C(CC1)COC=1C=CC(=C(C(=O)O)C1)C